oxodicarboxylic acid O(C(=O)O)C(=O)O